dioxothiazinan O=C1C(NSCC1)=O